methyleneaminopyrimidine C=NC1=NC=CC=N1